C(C)(C)(C)OC(C1=C(C(=C(C=C1)[N+](=O)[O-])OC(C)C)OCC=C)=O 2-(allyloxy)-3-isopropoxy-4-nitrobenzoic acid tert-butyl ester